6-Ethyl-2-(2-{3-[4-(2-hydroxy-ethyl)-piperazin-1-yl]-phenylamino}-pyrimidin-4-yl)-7-methyl-3-phenyl-thiazolo[3,2-a]pyrimidin-5-one C(C)C1=C(N=C2N(C1=O)C(=C(S2)C2=NC(=NC=C2)NC2=CC(=CC=C2)N2CCN(CC2)CCO)C2=CC=CC=C2)C